C(=O)(O)CN([C@@H](C)C(=O)O)CC(=O)O.[Na].[Na].[Na] trisodium N,N-bis(carboxymethyl)alanine